CC=1OC(=CN1)S(=O)(=O)N1C(CC(CC1([2H])[2H])C=1C(=CC=2N(C1)N=CN2)C)([2H])[2H] 2-methyl-5-((4-(7-methyl-[1,2,4]triazolo[1,5-a]pyridin-6-yl)piperidin-1-yl-2,2,6,6-d4)sulfonyl)oxazole